(4-bromo-5-cyclopropyl-1-(tetrahydro-2H-pyran-2-yl)-1H-indazol-6-yl)methanol BrC1=C2C=NN(C2=CC(=C1C1CC1)CO)C1OCCCC1